tert-Butyl 4-((3-(((4,6-dimethyl-2-oxo-1,2-dihydropyridin-3-yl)methyl)carbamoyl)-5-fluoro-2-methylphenyl)(ethyl)amino)-2,6-trans-dimethylpiperidine-1-carboxylate CC1=C(C(NC(=C1)C)=O)CNC(=O)C=1C(=C(C=C(C1)F)N(C1CC(N(C(C1)C)C(=O)OC(C)(C)C)C)CC)C